C(C)(C)(C)OC(=O)N1CCN(CC1)C(=O)C=1OC(=CC1)C1=CC=C(C=C1)[N+](=O)[O-] tert-Butyl-4-[5-(4-nitrophenyl)furan-2-carbonyl]piperazine-1-carboxylate